(4-(((6-amino-5-(4-phenoxyphenyl)pyrimidin-4-yl)amino)methyl)piperidin-1-yl)(cyclopent-1-en-1-yl)methanone NC1=C(C(=NC=N1)NCC1CCN(CC1)C(=O)C1=CCCC1)C1=CC=C(C=C1)OC1=CC=CC=C1